FC1=CC=C(C=C1)C1=NCCC2=CC(=CC=C12)I 1-(4-fluorophenyl)-6-iodo-3,4-dihydroisoquinoline